Bis(6-oxo-6-(pentadecan-7-yloxy)hexyl) 2-(((2-(dimethylamino)ethoxy)carbonyl)oxy)pentanedioate CN(CCOC(=O)OC(C(=O)OCCCCCC(OC(CCCCCC)CCCCCCCC)=O)CCC(=O)OCCCCCC(OC(CCCCCC)CCCCCCCC)=O)C